C(C)(C)(C)OC(=O)N1C=CC2=CC=C(C=C12)CN(CC(=O)O)C(=O)OCC1C2=CC=CC=C2C=2C=CC=CC12 2-[({1-[(tert-butoxy)carbonyl]-1H-indol-6-yl}methyl)({[(9H-fluoren-9-yl)methoxy]carbonyl})amino]acetic acid